NC=1C=C(C=C(C1)C(F)(F)F)[C@@H](C)NC=1C2=C(N=C(N1)C)C=NC(=C2)N2C[C@@H](CC2)NC(C)=O N-{(3R)-1-[4-({(1R)-1-[3-amino-5-(trifluoromethyl)phenyl]ethyl}amino)-2-methylpyrido[3,4-d]pyrimidin-6-yl]pyrrolidin-3-yl}acetamide